2-amino-4-hydroxymethylphosphinyl-butyric acid NC(C(=O)O)CCP(=O)CO